C(C=C)C1C(CC(N1)C(=O)[O-])O[Si](C)(C)C(C)(C)C 5-allyl-4-((tert-butyldimethylsilyl)oxy)pyrrolidine-2-carboxylate